C(C)(C)C1=CC=C(C[C@H](N)C(=O)O)C=C1 p-isopropyl-L-phenylalanine